BrC=1C(=CC=2N(C1)N=CC2I)OC 6-bromo-3-iodo-5-methoxypyrazolo[1,5-a]pyridine